COC(=O)C1C=CCC1 3-methoxycarbonyl-cyclopentene